[Cl-].C(C=C)(=O)NCC[N+](C)(C)C [2-(acrylamido)ethyl]-trimethylammonium chloride